5-(trifluoromethyl)-4H-1,2-oxazol FC(C1CC=NO1)(F)F